Methyl 4-((4-(2-(methyl((1-methyl-1H-indazol-5-yl)methyl)amino)ethyl)phenyl)carbamoyl)-3-(picolinamido)benzoate CN(CCC1=CC=C(C=C1)NC(=O)C1=C(C=C(C(=O)OC)C=C1)NC(C1=NC=CC=C1)=O)CC=1C=C2C=NN(C2=CC1)C